BrC1=CC(=C(C=C1F)CO)C (4-bromo-5-fluoro-2-methylphenyl)methanol